2-dodecyl-succinimide C(CCCCCCCCCCC)C1C(=O)NC(C1)=O